C(C1=CC=CC=C1)OP(=O)(OCC1=CC=CC=C1)CCCCCCCCCCCCCCC(C(=O)OCC1=CC=CC=C1)(C(NCCOCCOCCOCCOCCOCCOCCOCCOCCOCCOCCOCCOCCC(=O)ON1C(CCC1=O)=O)=O)CCCCCCCCCCCCCCP(=O)(OCC1=CC=CC=C1)OCC1=CC=CC=C1 1-Benzyl 43-(2,5-dioxopyrrolidin-1-yl) 2,2-bis(14-(bis(benzyloxy)phosphoryl)tetradecyl)-3-oxo-7,10,13,16,19,22,25,28,31,34,37,40-dodecaoxa-4-azatritetracontanedioate